NC=1C2=C(N=CN1)N(C(=C2C2=CC(=C(C(=O)NC1CC(C1)F)C=C2)OC2CC2)C2=CC=C(C=C2)NC(C(=C)C)=O)C 4-(4-amino-6-(4-methacrylamidophenyl)-7-methyl-7H-pyrrolo[2,3-d]pyrimidin-5-yl)-2-cyclopropoxy-N-((1r,3r)-3-fluorocyclobutyl)benzamide